1-(8-Amino-7-fluoro-6-(8-methyl-2,3-dihydro-1H-pyrido[2,3-b][1,4]oxazin-7-yl)isoquinolin-3-yl)-3-(tetrahydrofuran-3-yl)urea NC=1C(=C(C=C2C=C(N=CC12)NC(=O)NC1COCC1)C1=C(C2=C(OCCN2)N=C1)C)F